FC1=CC=C(C=N1)NC1=NC=CC(=N1)C(=O)NC=1C=NC=CC1C1=CC=CC=C1 2-((6-Fluoropyridin-3-Yl)amino)-N-(4-Phenylpyridin-3-Yl)pyrimidine-4-carboxamide